(3S,4S)-3-[(4-fluorophenoxy)methyl]-4-methyl-2-[6-methyl-3-(1,3-thiazol-2-yl)pyridine-2-carbonyl]-2-azabicyclo[3.1.1]heptane FC1=CC=C(OC[C@H]2N(C3CC([C@@H]2C)C3)C(=O)C3=NC(=CC=C3C=3SC=CN3)C)C=C1